(R)-1-((6-fluoro-2-(2-methoxy-7-methylquinoxalin-5-yl)thiazolo[5,4-b]pyridin-5-yl)oxy)propan-2-yl (2-(3-hydroxy-3-methylbutoxy)pyridin-4-yl)carbamate OC(CCOC1=NC=CC(=C1)NC(O[C@@H](COC1=C(C=C2C(=N1)SC(=N2)C2=C1N=CC(=NC1=CC(=C2)C)OC)F)C)=O)(C)C